ClC=1C=CC=C2C=C(NC12)C(=O)N1CC2(CC(C2)(F)F)C[C@H]1C(=O)N[C@H](C(=O)OC)C[C@H]1C(NCCC1)=O methyl (2S)-2-[[(7S)-6-(7-chloro-1H-indole-2-carbonyl)-2,2-difluoro-6-azaspiro[3.4]octane-7-carbonyl]amino]-3-[(3S)-2-oxo-3-piperidyl]propanoate